8-fluoro-3,4-dihydro-2(1H)-quinoxalinone FC=1C=CC=C2NCC(NC12)=O